ClC1=CC=C(C=C1)CCCN[C@@H]1C=C([C@@H]([C@@H]([C@H]1O)O)O)CF (1S,2S,3S,6R)-6-((3-(4-chlorophenyl)propyl)amino)-4-(fluoromethyl)cyclohex-4-ene-1,2,3-triol